7-(1,5-Dimethyl-1H-pyrazol-4-yl)-5-(6-(4-(3-fluorobenzyl)piperazin-1-yl)pyridin-3-yl)quinazoline CN1N=CC(=C1C)C1=CC(=C2C=NC=NC2=C1)C=1C=NC(=CC1)N1CCN(CC1)CC1=CC(=CC=C1)F